2-[3-(4-chloro-3-fluorophenyl)-1-ethyl-1H-1,2,4-triazol-5-yl]-N-[(3-chloro-5-methylphenyl)methyl]acetamide ClC1=C(C=C(C=C1)C1=NN(C(=N1)CC(=O)NCC1=CC(=CC(=C1)C)Cl)CC)F